4-(benzofuran-3-yl)-4-(hydroxyimino)butyric acid ethyl ester C(C)OC(CCC(=NO)C1=COC2=C1C=CC=C2)=O